C(C)N(C1CC(=O)OCC1)CC β-(diethylamino)-δ-valerolactone